N-(1-(2-(6-(Trifluoromethyl)imidazo[1,2-a]pyrazin-3-yl)pyrimidin-4-yl)piperidin-3-yl)acetamide FC(C=1N=CC=2N(C1)C(=CN2)C2=NC=CC(=N2)N2CC(CCC2)NC(C)=O)(F)F